Cl.Cl.CN1[C@@H]2CN[C@H](C1)C2 (1s,4s)-2-methyl-2,5-diazabicyclo[2.2.1]heptane dihydrochloride